(R)-3-fluoro-5-((6-morpholino-2-azaspiro[3.4]oct-2-yl)sulfonyl)benzonitrile FC=1C=C(C#N)C=C(C1)S(=O)(=O)N1CC2(C1)C[C@@H](CC2)N2CCOCC2